methyl-1(2H)-isoquinolinone CN1C(C2=CC=CC=C2C=C1)=O